cis-3-azido-1-benzyl-4-(fluoromethyl)pyrrolidin-2-one N(=[N+]=[N-])[C@@H]1C(N(C[C@@H]1CF)CC1=CC=CC=C1)=O